diethyl ((3-bromo-5-(((R or S)-methyl-N-(2,2,2-trifluoroacetyl)sulfonimidoyl)methyl)-7-(4,4,4-trifluorobutoxy)benzo[b]thiophen-2-yl)difluoromethyl)phosphonate BrC=1C2=C(SC1C(F)(F)P(OCC)(OCC)=O)C(=CC(=C2)C[S@@](=O)(=NC(C(F)(F)F)=O)C)OCCCC(F)(F)F |o1:22|